4-Bromo-6-(4-(trifluoromethyl)-phenoxy)benzo[d][1,3]dioxole BrC1=CC(=CC=2OCOC21)OC2=CC=C(C=C2)C(F)(F)F